OC1CC(C1)NC(=O)C(CCCC(C(=O)O)=N)CC 6-((3-hydroxycyclobutyl)carbamoyl)-2-iminooctanoic acid